1-Methyl-4-((1,2,3,4-tetrahydroisoquinoline-8-yl)amino)pyrrolidin-2-one hydrochloride Cl.CN1C(CC(C1)NC=1C=CC=C2CCNCC12)=O